BrCCC(C(=O)OC(C)(C)C)OC=1C=C2C(=CC=NC2=CC1OC)OC1=C(C=C(C=C1F)[N+](=O)[O-])F tert-butyl 4-bromo-2-((4-(2,6-difluoro-4-nitrophenoxy)-7-methoxyquinolin-6-yl)oxy)butanoate